triphenylamine cobalt [Co].C1(=CC=CC=C1)N(C1=CC=CC=C1)C1=CC=CC=C1